FC=1C=C(C=CC1OC1=NC=CC(=N1)C)C1=CN(C=2N=CN=C(C21)N)C 5-(3-fluoro-4-((4-methylpyrimidin-2-yl)oxy)phenyl)-7-methyl-7H-pyrrolo[2,3-d]Pyrimidin-4-amine